3-((Diphenylmethylene)amino)-5-ethyl-7-methylthieno[2,3-d]pyridazin-4(5H)-one C1(=CC=CC=C1)C(C1=CC=CC=C1)=NC1=CSC=2C(=NN(C(C21)=O)CC)C